O[C@H]1C[C@H](N(CC1)C=1C=CC(=NC1)NC=1C=CC(=C2CNC(C12)=O)C1=CN=C2N1C=CN=C2)C 7-((5-((2R,4R)-4-hydroxy-2-methylpiperidin-1-yl)pyridin-2-yl)amino)-4-(imidazo[1,2-a]pyrazin-3-yl)isoindolin-1-one